1-(pyridin-2-yl)thiourea N1=C(C=CC=C1)NC(=S)N